BrC1=C2C(=CC=3C=CC(=NC13)NC1CCN(CC1)C)OC(=C2)C#N 4-bromo-6-((1-methylpiperidin-4-yl)amino)furo[2,3-g]quinoline-2-carbonitrile